C(C)(C)C=1C=C(C=CC1)C1=CC(C1)NC 3-(3-isopropylphenyl)-N-methylcyclobut-2-en-1-amine